FC(C(=O)O)(F)F.ClC1=C(C=C(C=C1)N(C1CCC2(CCNCC2)CC1)C)N1C(NC(CC1)=O)=O 1-(2-chloro-5-(methyl(3-azaspiro[5.5]undecan-9-yl)amino)phenyl)dihydropyrimidine-2,4(1H,3H)-dione 2,2,2-trifluoroacetate